N-(hydrazinecarbonothioyl)benzamide N(N)C(=S)NC(C1=CC=CC=C1)=O